(1-methyl-cyclopropyl)(5-phenyl-4,5-dihydro-1H-pyrazol-1-yl)methanone CC1(CC1)C(=O)N1N=CCC1C1=CC=CC=C1